4-((3R,5S)-3,5-dimethylpiperazin-1-yl)-N-(7-methoxy-2-methylimidazo[1,2-a]pyridin-6-yl)-2,3-dihydro-1H-pyrrolo[2,3-b]pyridine-1-carboxamide 2,2,2-trifluoroacetate FC(C(=O)O)(F)F.C[C@@H]1CN(C[C@@H](N1)C)C1=C2C(=NC=C1)N(CC2)C(=O)NC=2C(=CC=1N(C2)C=C(N1)C)OC